N-[2-amino-5-(4-pyridyl)phenyl]-1-pyrrolidinecarboxamide NC1=C(C=C(C=C1)C1=CC=NC=C1)NC(=O)N1CCCC1